methyl O-acetyl-N-(O-(tert-butyldimethylsilyl)-N-(2-(4-(((2-methoxy ethoxy)carbonyl)amino)piperidin-1-yl)thiazole-4-carbonyl)-L-seryl)-L-serinate C(C)(=O)OC[C@H](NC([C@@H](NC(=O)C=1N=C(SC1)N1CCC(CC1)NC(=O)OCCOC)CO[Si](C)(C)C(C)(C)C)=O)C(=O)OC